6-N-[(1-aminocyclopropyl)methyl]-4-N-(3-bicyclo[1.1.1]pentyl)-1-methylpyrazolo[3,4-d]pyrimidine-4,6-diamine NC1(CC1)CNC1=NC(=C2C(=N1)N(N=C2)C)NC21CC(C2)C1